ClC=1SC(=C(N1)Cl)[C@H]1[C@@H](OC(O1)(C)C)CNS(O)(=O)=O.ClC1=C2C(=NN(C2=CC=C1)S(=O)(=O)C1=CC=C(C=C1)C(C)(F)F)N1C2(CC2)CC(C1)F 4-chloro-1-[4-(1,1-difluoroethyl)phenyl]sulfonyl-3-(6-fluoro-4-azaspiro[2.4]heptan-4-yl)indazole ((4S,5R)-5-(2,4-dichlorothiazol-5-yl)-2,2-dimethyl-1,3-dioxolan-4-yl)methyl-sulfamate